IC=1C2=C(N(N1)C1=CC=C(C=C1)OC(F)(F)F)CCC2 3-iodo-1-[4-(trifluoromethoxy)phenyl]-5,6-dihydro-4H-cyclopenta[c]pyrazole